5,6-difluorobenzimidazolium FC1=CC2=C([NH+]=CN2)C=C1F